4-(2-(4-(methylsulfonyl)benzyloxy)phenyl)-N-((1-phenylazetidin-3-yl)methyl)-1H-imidazole-1-carboxamide CS(=O)(=O)C1=CC=C(COC2=C(C=CC=C2)C=2N=CN(C2)C(=O)NCC2CN(C2)C2=CC=CC=C2)C=C1